3-[3-[4-(1,4-diazepan-1-ylmethyl)phenyl]-5-phenyl-imidazo[4,5-b]pyridin-2-yl]pyridin-2-amine N1(CCNCCC1)CC1=CC=C(C=C1)N1C(=NC=2C1=NC(=CC2)C2=CC=CC=C2)C=2C(=NC=CC2)N